4,4'-bis[N-(4-diphenylaminophenyl)-N-phenylamino]Biphenyl C1(=CC=CC=C1)N(C1=CC=C(C=C1)N(C1=CC=CC=C1)C1=CC=C(C=C1)C1=CC=C(C=C1)N(C1=CC=C(C=C1)N(C1=CC=CC=C1)C1=CC=CC=C1)C1=CC=CC=C1)C1=CC=CC=C1